C(C)(=O)N[C@H](C=O)[C@H](O)[C@@H](O)[C@@H](O)C 2-acetylamino-2,6-dideoxy-L-glucose